Cl.Cl.C(C)OC(C(C1=C2N(C=N1)CCC2)N)=O 2-amino-2-(6,7-dihydro-5H-pyrrolo[1,2-c]imidazol-1-yl)acetic acid ethyl ester dihydrochloride